NC1=C(C(=CC(=C1)N)N)O 2,4,6-trisaminophenol